N1(CCC1)[C@@H]1CC[C@H](CC1)NNC(=O)OC(C)(C)C tert-Butyl 2-[trans-4-(azetidin-1-yl)cyclohexyl]hydrazinecarboxylate